(R)-[(2S)-1-[(anthracen-9-yl)methyl]-5-vinyl-quinuclidin-1-ium-2-yl]-(6-methoxy-4-quinolyl)methanol bromide [Br-].C1=CC=CC2=CC3=CC=CC=C3C(=C12)C[N+]12[C@@H](CC(C(C1)C=C)CC2)[C@H](O)C2=CC=NC1=CC=C(C=C21)OC